FC=1C=C(CNC(OC(C)(C)C)=O)C=C(C1)C=1C=NN(C1)C1=CS(C=C1)=O tert-butyl 3-fluoro-5-(1-(1-oxidothiophen-3-yl)-1H-pyrazol-4-yl)benzylcarbamate